7-chloro-3-(2,4-dimethoxypyrimidin-5-yl)-5-ethyl-5H-pyrrolo[3,2-c]Pyridazine ClC1=CN(C2=C1N=NC(=C2)C=2C(=NC(=NC2)OC)OC)CC